NC1=C(C=C(C=C1)C1=CSC=2N=CN=C(C21)N)F 5-(4-amino-3-fluoro-phenyl)-thieno[2,3-d]pyrimidin-4-ylamine